2-Methyl-[1,1'-biphenyl]-3-methanol CC1=C(C=CC=C1CO)C1=CC=CC=C1